2-butyl-4-(3-fluoro-4-(piperidin-4-yloxy)phenyl)-2,7-naphthyridin-1(2H)-one C(CCC)N1C(C2=CN=CC=C2C(=C1)C1=CC(=C(C=C1)OC1CCNCC1)F)=O